CC1(CC1)NC1=NC(=NC(=N1)NC1=CC(=NC=C1)C(F)(F)F)C1=NC(=CC=C1)C(F)(F)F (1-methyl-cyclopropyl)-6-(6-trifluoromethyl-pyridin-2-yl)-N'-(2-trifluoromethyl-pyridin-4-yl)-[1,3,5]triazine-2,4-diamine